ClC=1C(=C2C(=NC1)NC(=N2)C2=CC=C(C=C2)N2CCN(CC2)CCCO)NC2CCN(CC2)CCC#N 3-{4-[(6-Chloro-2-{4-[4-(3-hydroxypropyl)piperazin-1-yl]phenyl}-3H-imidazo[4,5-b]pyridin-7-yl)amino]piperidin-1-yl}propanenitrile